ClC=1C=CC2=C(C=C[C@@H](O2)C(=O)NC23CC(C2)(C3)NC(COC3=CC(=C(C=C3)Cl)F)=O)C1 (2R)-6-chloro-N-{3-[2-(4-chloro-3-fluorophenoxy)acetamido]bicyclo[1.1.1]pent-1-yl}-2H-1-benzopyran-2-carboxamide